(S)-3-((7-cyano-5-((1-methylcyclopropyl)amino)-2,6-naphthyridin-3-yl)amino)piperidine C(#N)C1=NC(=C2C=C(N=CC2=C1)N[C@@H]1CNCCC1)NC1(CC1)C